1,2-di-(3-methoxycarbonyl-2-thioureido)benzene COC(=O)NC(NC1=C(C=CC=C1)NC(=S)NC(=O)OC)=S